4-(4-(tert-Butoxycarbonyl)-3-iodophenoxy)piperidine-1-carboxylic acid benzyl ester C(C1=CC=CC=C1)OC(=O)N1CCC(CC1)OC1=CC(=C(C=C1)C(=O)OC(C)(C)C)I